C(C)(C)(C)OC(=O)N1C[C@@H]([C@@H](CC1)OCCO)F (3S,4R)-3-fluoro-4-(2-hydroxyethoxy)piperidine-1-carboxylic acid tert-butyl ester